FC(COC1=NC(=NC=C1)CNC(OC(C)(C)C)=O)(F)F tert-Butyl ((4-(2,2,2-trifluoroethoxy)pyrimidin-2-yl)methyl)carbamate